1,3,6,8-tetra(4'-carboxyphenyl)pyrene C(=O)(O)C1=CC=C(C=C1)C1=CC(=C2C=CC3=C(C=C(C4=CC=C1C2=C34)C3=CC=C(C=C3)C(=O)O)C3=CC=C(C=C3)C(=O)O)C3=CC=C(C=C3)C(=O)O